C(C1=CC=CC=C1)OC1=NC(=CC=C1C=1C=NC(=C(C1)F)N1CCC(CC1)N1CCN(CC1)C1=C(C(=C(C=C1)B1OC(C(O1)(C)C)(C)C)F)F)OCC1=CC=CC=C1 2,6-Bis(benzyloxy)-6'-(4-(4-(2,3-difluoro-4-(4,4,5,5-tetramethyl-1,3,2-dioxaborolan-2-yl)phenyl)piperazin-1-yl)piperidin-1-yl)-5'-fluoro-3,3'-bipyridine